BIS(TRIETHOXYSILYLPROPYL)AMINE C(C)O[Si](OCC)(OCC)CCCNCCC[Si](OCC)(OCC)OCC